ClC1=C(C=CC=C1C1=C(C(=NC=C1)C1=CC(=C(C=C1)C=O)OC)Cl)C1=CC=C(C(=N1)OC)CN(C(OC(C)(C)C)=O)C1CCN(CC1)C(COC)=O tert-butyl ((6-(2-chloro-3-(3-chloro-2-(4-formyl-3-methoxyphenyl)pyridin-4-yl)phenyl)-2-methoxypyridin-3-yl)methyl)(1-(2-methoxyacetyl)piperidin-4-yl)carbamate